C1=CC=CC2=NC=C3C=CC=CC3=C12 phenanthridin